(1S,6S)-2,5-diazabicyclo[4.2.0]octane-2-carboxylic acid tert-butyl ester C(C)(C)(C)OC(=O)N1[C@H]2CC[C@@H]2NCC1